FC1=CC=C(C=C1)C1CN(C1)C1=CC(=C(C(=C1)C)NC(CC(C)(C)C)=O)C N-(4-(3-(4-fluorophenyl)azetidin-1-yl)-2,6-dimethylphenyl)-3,3-dimethylbutyramide